COC=1C=C(C=CC1OC)CC(=O)C1=C(C=C(C=C1)OCOC)OC 2-(3,4-dimethoxyphenyl)-1-(2-methoxy-4-(methoxymethoxy)phenyl)ethan-1-one